9E,11Z-Heptadecadienoic acid C(C=CC=CCCCCCCCCCCCC)(=O)O